(3R,11R)-6-fluoro-3-methyl-10-oxa-2,14,18,19,22-pentaazapentacyclo[14.5.2.18,11.04,9.019,23]tetracosa-1(22),4,6,8,16(23),17,20-heptaen-15-one FC=1C=C2[C@H](NC=3C=CN4N=CC(C(NCC[C@@H]5OC2=C(C1)C5)=O)=C4N3)C